Phenyl-(diphenyltriazinyl)dibenzoselenophene C1(=CC=CC=C1)C1=C(C2=C([Se]C3=C2C=CC=C3)C=C1)C1=NN=NC(=C1C1=CC=CC=C1)C1=CC=CC=C1